FC1=C(C=C2NC(C(=NC2=C1F)C)=O)C(=O)OC methyl 7,8-difluoro-2-methyl-3-oxo-3,4-dihydroquinoxalin-6-carboxylate